C(C)[S@@](=O)(=N)C=1C=C(C=NC1C1=NC=2C(=NC=C(C2)C(F)(F)F)N1C)OC(C#N)(C)C (S)-2-[[5-(ethylsulfonimidoyl)-6-[3-methyl-6-(trifluoromethyl)imidazo[4,5-b]pyridin-2-yl]-3-pyridyl]oxy]-2-methyl-propanenitrile